2-hydroxy-1-{4-[4-(2-hydroxy-2-methyl-propionyl)-benzyl]-phenyl}-2-methylpropane-1-one OC(C(=O)C1=CC=C(C=C1)CC1=CC=C(C=C1)C(C(C)(C)O)=O)(C)C